methyl 4-bromo-2-(1-cyanopropyl)benzoate BrC1=CC(=C(C(=O)OC)C=C1)C(CC)C#N